2-methyl-N-((5-(thiophen-2-yl)-1,3,4-oxadiazol-2-yl)methyl)benzamide CC1=C(C(=O)NCC=2OC(=NN2)C=2SC=CC2)C=CC=C1